3-(4-chlorophenyl)-N-(5-methyl-1-(pyridin-4-yl)-1H-pyrazol-4-yl)propanamide ClC1=CC=C(C=C1)CCC(=O)NC=1C=NN(C1C)C1=CC=NC=C1